C[N+]1=CC(=C(C=C1)CCCCCCCCCC)C 1,3-dimethyl-4-decyl-pyridinium